O=C1NC(CCC1N1C(C2=CC=C(C=C2C1=O)CN1CCC(CC1)C=O)=O)=O 1-[[2-(2,6-dioxopiperidin-3-yl)-1,3-dioxoisoindol-5-yl]methyl]piperidine-4-carbaldehyde